methyl (E)-2,5-difluoro-4-hydroxy-3-(((2-hydroxyethyl)imino)methyl)benzoate FC1=C(C(=O)OC)C=C(C(=C1/C=N/CCO)O)F